(2-amino-2-oxoethyl)((4-(2-(4-fluorobenzyl)-2H-tetrazol-5-yl)-2-methoxyphenyl)sulfonyl)carbamic acid tert-butyl ester C(C)(C)(C)OC(N(S(=O)(=O)C1=C(C=C(C=C1)C=1N=NN(N1)CC1=CC=C(C=C1)F)OC)CC(=O)N)=O